2-Benzyl-4-(p-tolyl)-2H-1,2,3-triazole C(C1=CC=CC=C1)N1N=CC(=N1)C1=CC=C(C=C1)C